ClC1=C(C=CC(=C1)Cl)C1=C(C2=C(CCC1)C=C(C=C2)C(=O)OC)C=2C=NC(=CC2)O[C@@H]2CN(CC2)CCCF methyl 6-(2,4-dichlorophenyl)-5-[6-[(3S)-1-(3-fluoropropyl) pyrrolidin-3-yl] oxy-3-pyridyl]-8,9-dihydro-7H-benzo[7]annulene-2-carboxylate